C1(CC1)C(C(=O)O)N1CCN(CC1)C(C1=CN=C(C=C1)OC)=O 2-cyclopropyl-2-(4-(6-methoxynicotinoyl)piperazin-1-yl)acetic acid